tert-butyl 8-{4-[(3-methyl-4-{[1,2,4]triazolo[1,5-a]pyridin-7-yloxy}phenyl)amino] pyrido[3,2-d]pyrimidin-6-yl}-3,8-diazabicyclo[3.2.1]octane-3-carboxylate CC=1C=C(C=CC1OC1=CC=2N(C=C1)N=CN2)NC=2C1=C(N=CN2)C=CC(=N1)N1C2CN(CC1CC2)C(=O)OC(C)(C)C